[NH4+].C1=C(C=CC2=CC=CC=C12)S(=O)[O-] β-naphthalenesulfinic acid ammonium salt